N-{3-[4-(Cyclopentylamino)-6-[6-(morpholin-4-yl)pyridin-3-yl]furo[2,3-d]pyrimidin-5-yl]phenyl}prop-2-enamide C1(CCCC1)NC=1C2=C(N=CN1)OC(=C2C=2C=C(C=CC2)NC(C=C)=O)C=2C=NC(=CC2)N2CCOCC2